BrC=1C(=NC=CC1[C@@H](CCC=C)N[S@@](=O)C(C)(C)C)OC(F)F (S)-N-((R)-1-(3-bromo-2-(difluoromethoxy)pyridin-4-yl)pent-4-en-1-yl)-2-methylpropane-2-sulfinamide